6-(((S)-4-methylmorpholin-2-yl)methoxy)pyrazolo[1,5-a]Pyridine-3-carbonitrile CN1C[C@H](OCC1)COC=1C=CC=2N(C1)N=CC2C#N